tert-butyl 3-((2-(((1R,3s,5S)-9-(2-cyclopropylacetyl)-9-azabicyclo[3.3.1]nonan-3-yl)(methyl)amino)-6-(oxetan-3-ylmethoxy)pyrimidin-4-yl)amino)-5-methyl-1H-pyrazole-1-carboxylate C1(CC1)CC(=O)N1[C@H]2CC(C[C@@H]1CCC2)N(C2=NC(=CC(=N2)NC2=NN(C(=C2)C)C(=O)OC(C)(C)C)OCC2COC2)C